bis(trimethylsilyl)boron C[Si](C)(C)[B][Si](C)(C)C